4,5-Difluoro-2-((trimethylsilyl)ethynyl)aniline (S)-quinuclidin-3-yl-((R)-6-fluoro-2,2-dimethyl-5-(3-propoxyphenyl)-2,3-dihydro-1H-inden-1-yl)carbamate N12C[C@H](C(CC1)CC2)N(C(O)=O)[C@@H]2C(CC1=CC(=C(C=C21)F)C2=CC(=CC=C2)OCCC)(C)C.FC2=CC(=C(N)C=C2F)C#C[Si](C)(C)C